3,5-dichloro-4-methylbenzonitrile ClC=1C=C(C#N)C=C(C1C)Cl